5-((1-(2-benzyloxy-5-fluorophenyl)ethyl)amino)-N-(4-methoxycyclohexyl)-3H-imidazo[4,5-b]pyridine-3-carboxamide C(C1=CC=CC=C1)OC1=C(C=C(C=C1)F)C(C)NC1=CC=C2C(=N1)N(C=N2)C(=O)NC2CCC(CC2)OC